ClC[Si](Cl)(OCC)OCC Chloromethyl-diethoxychlorosilane